t-butoxytin C(C)(C)(C)O[Sn]